5-methyl-2-heptyl styrenesulfonoate C(=CC1=CC=CC=C1)S(=O)(=O)OC(C)CCC(CC)C